9-((stearoyloxy)methyl)octadec-10-enoic acid (2'-ethylhexyl) ester C(C)C(COC(CCCCCCCC(C=CCCCCCCC)COC(CCCCCCCCCCCCCCCCC)=O)=O)CCCC